3-(2,5-dimethoxyphenyl)propanoic acid COC1=C(C=C(C=C1)OC)CCC(=O)O